BrC=1C(=NN2C1CCC(C2)(C)CCOC)C2=NC=C(C=C2)F 3-bromo-2-(5-fluoropyridin-2-yl)-6-(2-methoxyethyl)-6-methyl-4,5,6,7-tetrahydro-Pyrazolo[1,5-a]Pyridine